C[C@H]1N(CCNC1=O)C(=O)N[C@@H](C1=CC(=C(C(=C1)F)F)F)[C@@H]1CC[C@H](CC1)C(F)(F)F |o1:11| (R)-2-methyl-3-oxo-N-((R or S)-(trans-4-(trifluoromethyl)cyclohexyl)(3,4,5-tri-fluorophenyl)methyl)piperazine-1-carboxamide